C12CCC(CC1)N2CC=2C=CC(=NC2OC)C=2C(=C(C=CC2)C2=C(C(=CC=C2)C=2OC1=C(N2)C=C(C(=C1)OC(F)F)CN1[C@@H](CCC1)C(=O)O)C)C ((2-(3'-(5-(((1s,4s)-7-azabicyclo[2.2.1]heptan-7-yl)methyl)-6-methoxypyridin-2-yl)-2,2'-dimethyl-[1,1'-biphenyl]-3-yl)-6-(difluoromethoxy)benzo[d]oxazol-5-yl)methyl)-L-proline